F[C@@H]1[C@@]2(CC[C@H](C[C@H]1N(C1=CC=C(N=N1)C1=C(C=C(C=C1)N1N=C(N=N1)C)O)C)N2C)C 2-(6-(((1S,2S,3R,5R)-2-fluoro-1,8-dimethyl-8-azabicyclo[3.2.1]octan-3-yl)(methyl)amino)pyridazin-3-yl)-5-(5-methyl-2H-tetrazol-2-yl)phenol